FC=1C(=NC2=NC(=CC=C2C1)C1CNCCC1)C1=C(C=C(C=C1C)C)OC 3-fluoro-2-(2-methoxy-4,6-dimethyl-phenyl)-7-(3-piperidyl)-1,8-naphthyridine